5-phenyl-3-(3,4,5-trimethoxyphenyl)pyridin-2-amine C1(=CC=CC=C1)C=1C=C(C(=NC1)N)C1=CC(=C(C(=C1)OC)OC)OC